Cl.Cl.CN1C2CNC(C1)C2 2-methyl-2,5-diazabicyclo[2.2.1]Heptane dihydrochloride